The molecule is a straight-chain alkane comprising of 29 carbon atoms. It has a role as a plant metabolite and a volatile oil component. CCCCCCCCCCCCCCCCCCCCCCCCCCCCC